N-(2-(4-(4-cyclopropyl-piperazine-1-yl)piperidine-1-yl)-4-methoxy-5-((6-((S)-3-(4-(trifluoromethyl)benzyl)isoxazolidine-2-yl)pyrimidine-4-yl)amino)-phenyl)acrylamide C1(CC1)N1CCN(CC1)C1CCN(CC1)C1=C(C=C(C(=C1)OC)NC1=NC=NC(=C1)N1OCC[C@@H]1CC1=CC=C(C=C1)C(F)(F)F)NC(C=C)=O